NC1=NC2=CC=C(C=C2C=C1C)C(=O)N(CC1=NC=C(C=C1)C(F)(F)F)C[C@@H](C)OCC 2-amino-N-((2R)-2-ethoxypropyl)-3-methyl-N-((5-(trifluoromethyl)-2-pyridinyl)methyl)-6-quinolinecarboxamide